Methyl format C(=O)OC